CN(C)CC1=CC=C(C=C1)CN N,N-Di-methyl-1,4-bis(aminomethyl)benzol